COC1=NC=NC(=C1C(C)=O)OC 1-(4,6-dimethoxypyrimidin-5-yl)ethan-1-one